5-chloro-4-(3-oxopiperazin-1-yl)-2-(4-pyridinyl)-1H-pyrimidin-6-one ClC1=C(N=C(NC1=O)C1=CC=NC=C1)N1CC(NCC1)=O